tert-butyl 6-methylene-4-((2-nitrophenyl) sulfonyl)-1,4-diazacycloheptane-1-carboxylate C=C1CN(CCN(C1)C(=O)OC(C)(C)C)S(=O)(=O)C1=C(C=CC=C1)[N+](=O)[O-]